(2,4-dimethyl)phenyl thiocyanate CC1=C(C=CC(=C1)C)SC#N